Cl.ClC=1C=CC(=NC1)NC[C@H]1NC([C@H](O[C@H]1C)C)([2H])[2H] 5-Chloro-N-(((2S,3R,6R)-2,6-dimethylmorpholin-3-yl-5,5-d2)methyl)pyridin-2-amine hydrochloride